CN1CCC(CC1)OC1=CC=C2CCN(CC2=C1)C(=O)OC(C)(C)C tert-butyl 7-((1-methylpiperidin-4-yl)oxy)-3,4-dihydroisoquinoline-2(1H)-carboxylate